Cl.N1=C2N(C(=C1)C(=O)O)CCC2 6,7-dihydro-5H-pyrrolo[1,2-a]imidazole-3-carboxylic acid hydrochloride